5-(1-methyl-4-(trifluoromethyl)-1H-pyrazol-5-yl)pyridin-2-amine CN1N=CC(=C1C=1C=CC(=NC1)N)C(F)(F)F